COCC(COC)(C)S(=O)(=O)C1(CC1)COCC1=CC=CC=C1 (((1-((1,3-dimethoxy-2-methylpropan-2-yl)sulfonyl)cyclopropyl)methoxy)methyl)benzene